ClC1=C(C(=O)N2COC3=C(C2)C=CC=C3C3=CC(=C(C(=O)NS(=O)(=O)C)C=C3F)N3C2COCC3CC2)C(=CC(=C1)N1CC(C1)OC)Cl 4-[3-[2,6-Dichloro-4-(3-methoxyazetidin-1-yl)benzoyl]-2,4-dihydro-1,3-benzoxazin-8-yl]-5-fluoro-N-methylsulfonyl-2-(3-oxa-8-azabicyclo[3.2.1]oct-8-yl)benzamide